(1RS,2RS)-2-(3-(2-(1-methyl-1H-pyrazol-4-yl)-3H-imidazo[4,5-b]pyridin-7-yl)-3,8-diazabicyclo[3.2.1]oct-8-yl)cyclobutan-1-ol CN1N=CC(=C1)C1=NC=2C(=NC=CC2N2CC3CCC(C2)N3[C@H]3[C@@H](CC3)O)N1 |r|